C1(CC1)C=1NC(=NN1)C1CC2(CN(C2)C(=O)N2CC3(C2)CN(C3)CC3=C(C=CC=C3)S(=O)(=O)C)C1 [6-(5-cyclopropyl-4H-1,2,4-triazol-3-yl)-2-azaspiro[3.3]heptan-2-yl]-[6-[(2-methylsulfonylphenyl)methyl]-2,6-diazaspiro[3.3]heptan-2-yl]methanone